4-chlorophenyl acetate (4-chlorophenyl acetate) ClC1=CC=C(C=C1)CC(=O)O.C(C)(=O)OC1=CC=C(C=C1)Cl